7-METHOXY-1H-PYRROLO[3,2-B]PYRIDINE-3-CARBALDEHYDE COC1=C2C(=NC=C1)C(=CN2)C=O